(R)-methyl 3-(3-(chloromethyl)-4-methylphenyl)-2,2-dimethyl-3-(8-methyl-3-(trifluoromethyl)-[1,2,4]triazolo[4,3-a]pyridin-7-yl)propanoate ClCC=1C=C(C=CC1C)[C@@H](C(C(=O)OC)(C)C)C1=C(C=2N(C=C1)C(=NN2)C(F)(F)F)C